3-((4-(4-((1-(2-(4-((1R,2S)-6-hydroxy-2-phenyl-1,2,3,4-tetrahydronaphthalen-1-yl)phenoxy)ethyl)piperidin-4-yl)methyl)piperazin-1-yl)phenyl)amino)piperidine-2,6-dione OC=1C=C2CC[C@@H]([C@@H](C2=CC1)C1=CC=C(OCCN2CCC(CC2)CN2CCN(CC2)C2=CC=C(C=C2)NC2C(NC(CC2)=O)=O)C=C1)C1=CC=CC=C1